BrC1=CC=C2C(OC(C2=C1)=O)CC1=CC=C(C=C1)Cl 6-bromo-3-(4-chlorobenzyl)isobenzofuran-1(3H)-one